[Na+].[Na+].N(C1=CC=CC=C1)C1=NC(=NC(=N1)N1CCOCC1)NC1(CC(=C(C=C1)C=CC=1C(=CC=CC1)S(=O)(=O)[O-])S(=O)(=O)[O-])NC1=NC(=NC(=N1)NC1=CC=CC=C1)N1CCOCC1 4,4-bis{[4-anilino-6-morpholino-s-triazine-2-yl]amino}-2,2'-stilbenedisulfonate disodium salt